C(N(CC(=O)[O-])CC(=O)O)CN(CC(=O)O)CC(=O)[O-].[Na+].[Na+] disodium edetate salt